ClC=1C=CC2=C(OC(CO2)C(=O)C2=NN(C3=CC(=CC=C23)C=2C(=NNC2)F)CCN(C)C)C1 (7-Chloro-2,3-dihydrobenzo[b][1,4]dioxin-2-yl)(1-(2-(dimethylamino)ethyl)-6-(3-fluoro-1H-pyrazol-4-yl)-1H-indazol-3-yl)methanone